C(C)C1=C(OCN2C(OC=N2)=O)C=CC=C1 3-[(2-ethylphenoxy)methyl]-1,3,4-oxadiazol-2(3H)-one